t-butyl (R)-6-methyl-3-(4-(methylcarbamoyl)phenyl)-2-(4-methylpent-1-yn-1-yl)-4-oxo-4,5,6,8-tetrahydropyrido[3,4-d]pyrimidine-7(3H)-carboxylate C[C@@H]1CC2=C(N=C(N(C2=O)C2=CC=C(C=C2)C(NC)=O)C#CCC(C)C)CN1C(=O)OC(C)(C)C